FC=1C=C(C=NC1)CCCNC(=O)C=1N=CNC1C1=CC(=C(C=C1)OC)I N-(3-(5-fluoropyridin-3-yl)propyl)-5-(3-iodo-4-methoxyphenyl)-1H-imidazole-4-carboxamide